(S)-3-methoxy-1-(3-methoxycyclobutyl)-N-(6-(5-methyl-6,7-dihydro-5H-pyrrolo[2,1-c][1,2,4]triazol-3-yl)pyridin-2-yl)-1H-pyrazole-4-carboxamide COC1=NN(C=C1C(=O)NC1=NC(=CC=C1)C=1N2C(=NN1)CC[C@@H]2C)C2CC(C2)OC